CC=1C=C(C=C(C1)C1=CC=C(C=C1)Br)OC 3-Methyl-5-p-bromophenylanisole